(R)-N,N-diethyl-5-(4-(4-fluoropyrazolo[1,5-a]pyridin-2-yl)-1,4,6,7-tetrahydro-5H-imidazo[4,5-c]pyridin-5-yl)pyrazine-2-carboxamide C(C)N(C(=O)C1=NC=C(N=C1)N1[C@H](C2=C(CC1)NC=N2)C2=NN1C(C(=CC=C1)F)=C2)CC